2-((1s,2r)-1-(2-cyano-5-fluorophenyl)-1-(1-(2-(trifluoromethoxy)ethyl)-1H-pyrazol-4-yl)propan-2-yl)-5-hydroxy-N-(isoxazol-4-yl)-1-methyl-6-oxo-1,6-dihydropyrimidine-4-carboxamide C(#N)C1=C(C=C(C=C1)F)[C@H]([C@@H](C)C=1N(C(C(=C(N1)C(=O)NC=1C=NOC1)O)=O)C)C=1C=NN(C1)CCOC(F)(F)F